O1C(CCCC1)OC1=C(C(=O)C2=CC=NC=C2C(=O)OC(C)(C)C)C=CC(=C1)C(F)(F)F tert-butyl 4-(2-((tetrahydro-2H-pyran-2-yl)oxy)-4-(trifluoromethyl)benzoyl)nicotinate